C1(=CC=CC=C1)C=1OC(CN1)(C1=CC=CC=C1)CN(S(=O)(=O)C1=CC=C(C=C1)C)C N-((2,5-diphenyl-4,5-dihydro-oxazol-5-yl)methyl)-N,4-dimethylbenzenesulfonamide